(3,4,5-trifluorophenyl) carbamate C(N)(OC1=CC(=C(C(=C1)F)F)F)=O